pentachloro-p-terphenyl tert-butyl-N-[(3S)-1-[4-[[5-fluoro-4-(3-isopropyl-2-methyl-imidazol-4-yl)pyrimidin-2-yl]amino]benzoyl]pyrrolidin-3-yl]-N-methyl-carbamate C(C)(C)(C)OC(N(C)[C@@H]1CN(CC1)C(C1=CC=C(C=C1)NC1=NC=C(C(=N1)C=1N(C(=NC1)C)C(C)C)F)=O)=O.ClC1=C(C(=C(C(=C1C1=CC=C(C=C1)C1=CC=CC=C1)Cl)Cl)Cl)Cl